7-methoxyl-coumarin O(C)C1=CC=C2C=CC(OC2=C1)=O